DIETHYLAMIDE C(C)[N-]CC